CC1=NN(C(=C1)C)C12CC(C1)(C2)C2CN(C2)C(=O)N2C[C@H](CC2)C2=NC=NN2 [3-[3-(3,5-dimethylpyrazol-1-yl)-1-bicyclo[1.1.1]pentanyl]azetidin-1-yl]-[(3S)-3-(1H-1,2,4-triazol-5-yl)pyrrolidin-1-yl]methanone